potassium nitrogen phosphorus salt [P].[N].[K]